FC=1C(=NC=CC1)C(C)NCC1=NC=C(C#N)C=C1 6-(((1-(3-fluoropyridin-2-yl)ethyl)amino)methyl)nicotinonitrile